C(CCCCCCC)(=O)[O-].C(CCCCCCC)(=O)[O-].[Sr+2] strontium dicaprylate